thiazindione S1(NC=CC=C1)(=O)=O